C(=O)(OC(C)(C)C)N1CC2=CC=C(C=C2CC1)C1=CC=CC2=CC=CC=C12 2-Boc-6-(naphthalen-1-yl)-3,4-dihydroisoquinoline